CC1=C(C=CC=C1C)C1CCN(CC1)C(CN1N=C(C2=C1CCC2)C(=O)N2CCC(CC2)OCCO)=O 1-(4-(2,3-Dimethylphenyl)piperidin-1-yl)-2-(3-(4-(2-hydroxyethoxy)piperidin-1-carbonyl)-5,6-dihydrocyclopenta[c]pyrazol-1(4H)-yl)ethanon